2-((6-oxo-5-(trifluoromethyl)-1,6-dihydropyridazin-4-yl)Amino)propylene O=C1C(=C(C=NN1)NC(=C)C)C(F)(F)F